2,3-dimethyl-1,4-dinitrobenzene CC1=C(C=CC(=C1C)[N+](=O)[O-])[N+](=O)[O-]